trans-beta-styrenesulfinic acid sodium [Na].C(=C\C1=CC=CC=C1)/S(=O)O